6-chloro-7-(2-fluorophenyl)-1-(4-methyl-6-oxo-2-(2-propanyl)-1,6-dihydro-3-pyridinyl)-4-((2S)-2-methyl-4-(2-propenoyl)-1-piperazinyl)pyrido[2,3-d]pyrimidin ClC1=CC2=C(N(CN=C2N2[C@H](CN(CC2)C(C=C)=O)C)C2=C(NC(C=C2C)=O)C(C)C)N=C1C1=C(C=CC=C1)F